C1(=CC=CC=C1)S1(NC2=C(C3=C1C=CC=C3)C=CC=C2)=O 5-phenyldibenzo[c,e][1,2]thiazine-5-oxide